C[Si](CCCS(=O)(=O)[O-])(C)C.[Na+] sodium 3-(trimethylsilyl)-1-propanesulfonate